C(C1=CC=CC=C1)(=O)N1C(N(C=CC1=O)[C@@H]1O[C@@H]([C@H]([C@H]1CCOC)O)CO)=O 3-benzoyl-1-((2R,3R,4S,5R)-4-hydroxy-5-hydroxymethyl-3-(2-methoxyethyl)tetrahydrofuran-2-yl)pyrimidine-2,4(1H,3H)-dione